CC(C)(CC(CC(CC(C)C)(C)C)(C)C)C 2,2,4,4,6,6,8-heptamethylnonane